FC(C1=C(C=CC=C1)C1CC(C2=CC=C(C=C12)C(=O)OCC)(C(=O)OC)C(=O)OC)(F)F 5-ethyl 1,1-dimethyl 3-(2-(trifluoromethyl)phenyl)-2,3-dihydro-1H-indene-1,1,5-tricarboxylate